C(CC)[N+](C)(CCC)CCC tripropylmethylammonium